[Si](C)(C)(C(C)(C)C)OC1CCC(CC1)COC1=NN=C(S1)N 5-(((1s,4s)-4-((tert-butyldimethylsilyl)oxy)cyclohexyl)methoxy)-1,3,4-thiadiazol-2-amine